C1N[C@@H](CC12CCCCC2)C(=O)N[C@H](C(=O)OC)C[C@H]2C(NC(C2)(C)C)=O methyl (2S)-2-[[(3S)-2-azaspiro[4.5]decane-3-carbonyl]amino]-3-[(3R)-5,5-dimethyl-2-oxo-pyrrolidin-3-yl]propanoate